CC(CC/C=C(/C)\\CC/C=C(\\C)/CC/C=C(\\C)/CCC=C(C)C)CCOP(=O)([O-])O[C@H]1[C@@H]([C@H]([C@@H]([C@H](O1)CO)O)O)O The molecule is conjugate base of dolichyl beta-D-glucosyl phosphate arising from deprotonation of the free OH group of the phosphate. It is a conjugate base of a dolichyl beta-D-glucosyl phosphate.